10-Methacryl-oxydecyl-dihydrogenphosphat C(=O)(C(=C)C)OCCCCCCCCCCOP(=O)(O)O